[7-(thiophen-2-ylsulfanyl)-3,4-dihydro-2H-1-benzopyran-4-yl]methylamine S1C(=CC=C1)SC1=CC2=C(C(CCO2)CN)C=C1